C(#C)[Si](C)(C)C Ethynyltrimethylsilane